CC([C@@H]1COCC[C@H]1C=1C=C(C=CC1)O)(N)C 3-[(3R,4R)-3-(dimethyl-aminomethyl)tetrahydropyran-4-yl]phenol